C(#C)C=1C=CC=C2C=CC=C(C12)C1=C(C=2N=CN=C(C2C=N1)N1C2CCN(C2C1)C(=O)[O-])F 6-(7-(8-ethynylnaphthalen-1-yl)-8-fluoropyrido[4,3-d]pyrimidin-4-yl)-2,6-diazabicyclo[3.2.0]heptane-2-carboxylate